1-phenyl-1,2-dihydro-(4H)-3,1-benzoxazine C1(=CC=CC=C1)N1COCC2=C1C=CC=C2